3-{4-[(1S)-1-[(1R)-1-(4-chlorophenyl)-2-[(4-chlorophenyl)methyl]-7-fluoro-1-methoxy-3-oxo-2,3-dihydro-1H-isoindol-5-yl]-1-hydroxypropyl]piperidin-1-yl}propanoic acid ClC1=CC=C(C=C1)[C@@]1(N(C(C2=CC(=CC(=C12)F)[C@@](CC)(O)C1CCN(CC1)CCC(=O)O)=O)CC1=CC=C(C=C1)Cl)OC